OCC1=C2CN(C(C2=C(C=C1)OCC1CCN(CC1)S(=O)(=O)C)=O)C(=O)OC(C)(C)C tert-butyl 4-(hydroxymethyl)-7-((1-(methylsulfonyl) piperidin-4-yl) methoxy)-1-oxoisoindoline-2-carboxylate